C(C1=CC=CC=C1)OC(C[C@H]1NC[C@@H](C1)O)=O O-benzyl-L-β-homohydroxyproline